4-ETHYL-2-THIAZOLECARBOXALDEHYDE C(C)C=1N=C(SC1)C=O